3-(methoxymethyl)piperazine COCC1CNCCN1